COC(=O)C=1OC2=C(C1OCC(C)=O)C=C(C=C2)Cl.C(C2=CC=CC=C2)(=O)N2CCN(C1=CC=CC=C21)C(C(C)N2CCCC2)=O 1-(4-benzoyl-3,4-dihydroquinoxalin-1(2H)-yl)-2-(pyrrolidin-1-yl)propan-1-one methyl-5-chloro-3-(2-oxopropoxy)benzofuran-2-carboxylate